(5-((1-(difluoromethyl)cyclopropyl)ethynyl)-3,4-dihydro-1,7-naphthyridin-1(2H)-yl)-7-fluoro-[1,2,4]triazolo[4,3-a]quinazoline FC(C1(CC1)C#CC1=C2CCCN(C2=CN=C1)C1=NN=C2N1C1=CC=C(C=C1C=N2)F)F